(phenylindenylidene)(pyridine) C1(=CC=CC=C1)C=1C(C2=CC=CC=C2C1)=C1NC=CC=C1